C(#N)C1=CC=C(C=C1)NC(=S)N\N=C\1/C(NC2=C(C=CC=C12)F)=O (Z)-N-(4-cyanophenyl)-2-(7-fluoro-2-oxoindolin-3-ylidene)hydrazinecarbothioamide